N1(C=NC=C1)C=1C=C2C=NN(C2=C(C1)OC1=CC=C(C=C1)OCCOC1CCOCC1)C 5-imidazol-1-yl-1-methyl-7-[4-(2-tetrahydropyran-4-yloxyethoxy)phenoxy]indazole